(1S,5R)-3-(8-cyanoquinolin-5-yl)-N-(1-(2,2,2-trifluoroethyl)piperidin-4-yl)-5-(trifluoromethyl)-3-azabicyclo[3.1.0]hexane-1-carboxamide C(#N)C=1C=CC(=C2C=CC=NC12)N1C[C@@]2(C[C@@]2(C1)C(F)(F)F)C(=O)NC1CCN(CC1)CC(F)(F)F